1-(dimethylamino)-2-propanol CN(CC(C)O)C